1-(4,4-difluorocyclohexyl)-N-((7-(5-(difluoromethyl)-1,3,4-oxadiazol-2-yl)imidazo[1,2-a]pyridin-2-yl)methyl)-N-phenylazetidine-3-carboxamide FC1(CCC(CC1)N1CC(C1)C(=O)N(C1=CC=CC=C1)CC=1N=C2N(C=CC(=C2)C=2OC(=NN2)C(F)F)C1)F